CN(C(C[C@H](C(N[C@@H](CCCC1=CC=CC=C1)B1OC(C(O1)(C)C)(C)C)=O)NC(OC(C)(C)C)=O)=O)C tert-butyl ((R)-4-(dimethylamino)-1,4-dioxo-1-(((R)-4-phenyl-1-(4,4,5,5-tetramethyl-1,3,2-dioxaborolan-2-yl)butyl)amino)butan-2-yl)carbamate